BrC=1C(=NC(=CC1)N1CCCCC1)F 3-Bromo-2-fluoro-6-(piperidin-1-yl)pyridine